C(C)C1=CC=C(C=C1)C1=CC(=CC=C1)F 4'-ethyl-3-fluorobiphenyl